1-O-D-glucopyranosylglycerol C1([C@H](O)[C@@H](O)[C@H](O)[C@H](O1)CO)OCC(O)CO